N1[C@H](CCC1)CCO (R)-pyrrolidin-2-ylmethylmethanol